C(C)(C)N1CC(C1)C1=CC=C(N=N1)C1=C(C=C(C=C1)C1=CC2=CN(N=C2C=C1)C)O (6-(1-Isopropylazetidin-3-yl)pyridazin-3-yl)-5-(2-methyl-2H-indazol-5-yl)phenol